4-{6-[(1S,3S,4R,6S)-6-(cyclopropylmethyl)-2-azabicyclo[2.2.2]octane-3-carbonyl]-2,6-diazaspiro[3.3]heptane-2-yl}-2-(2,2,2-trifluoroethyl)thieno[2,3-b]pyridine-5-carbonitrile C1(CC1)C[C@H]1C[C@@H]2[C@H](N[C@H]1CC2)C(=O)N2CC1(CN(C1)C1=C3C(=NC=C1C#N)SC(=C3)CC(F)(F)F)C2